C(C)[C@@](C(=O)OC(C)C1=NC(=C(C=C1)C)C)(C(C)C)NC([C@H](CCC1=NC2=C(N1C)C=CC(=C2)N(CCCl)CCCl)N)=O 1-(5,6-dimethylpyridin-2-yl)ethan-1-ol Ethyl-(2S)-2-[[(2S)-2-amino-4-[5-[bis(2-chloroethyl)amino]-1-methyl-benzimidazol-2-yl]butanoyl]amino]-3-methyl-butanoate